CC1=CC=CC=C1C(=O)C The molecule is a member of the class of acetophenones that is acetophenone which is substituted by a methyl group at position 2. It has a role as a fungal metabolite, an acaricide and a flavouring agent. It is a member of acetophenones and a member of toluenes.